ClC1=CC=C(C=C1)C=1N=C(C=2N(C1)N=C(N2)N)C=2C=NN(C2)C 6-(4-Chlorophenyl)-8-(1-methyl-1H-pyrazol-4-yl)-[1,2,4]triazolo[1,5-a]pyrazine-2-Amine